tert-butyl 3-(1-{[6-chloro-5-(trifluoromethyl)(2-pyridyl)]amino}-4-methyl-2,5-dioxoazolin-3-yl)propanoate ClC1=C(C=CC(=N1)NN1C(C(=C(C1=O)C)CCC(=O)OC(C)(C)C)=O)C(F)(F)F